4-(4-((1S,4S)-2,5-diazabicyclo[2.2.2]octan-2-yl)-6,8-difluoro-2-(((2R,7aS)-2-fluorotetrahydro-1H-pyrrolizin-7a(5H)-yl)methoxy)quinazolin-7-yl)naphthalen-2-ol [C@@H]12N(C[C@@H](NC1)CC2)C2=NC(=NC1=C(C(=C(C=C21)F)C2=CC(=CC1=CC=CC=C21)O)F)OC[C@]21CCCN1C[C@@H](C2)F